ClC1=C(C(=CC=C1Cl)O)[C@H]1C[C@@H]2N(C([C@@H](N(C2)C(CO)=O)C)=O)CC1 (3S,8R,9aS)-8-(2,3-dichloro-6-hydroxyphenyl)-2-(2-hydroxyacetyl)-3-methyl-hexahydro-1H-pyrido[1,2-a]pyrazin-4-one